CN(C[C@@H](C1=CC(=CC=C1)C(F)(F)F)NS(=O)(=O)C1=CC=C(C=C1)OC1=CC=CC=C1)C (R)-N-(2-(dimethylamino)-1-(3-(trifluoromethyl)phenyl)ethyl)-4-phenoxybenzenesulfonamide